6-(butylthio)-2-chloro-7-(prop-2-yn-1-yl)-7H-purine C(CCC)SC1=C2N(C=NC2=NC(=N1)Cl)CC#C